5-iodo-N-(3-methoxy-1-methyl-1H-pyrazol-4-yl)pyrimidine-2-amine IC=1C=NC(=NC1)NC=1C(=NN(C1)C)OC